ClC1=C(C(=C(C(=C1)OC)B1OC(C(O1)(C)C)(C)C)C)F 2-(4-Chloro-3-fluoro-6-methoxy-2-methylphenyl)-4,4,5,5-tetramethyl-1,3,2-dioxaborolane